4-bromo-2-chloropyridine 1-oxide BrC1=CC(=[N+](C=C1)[O-])Cl